FC=1C=C(CN2C(=NC3=C2C=CC=C3)C3CCN(CC3)C(=O)C3=C2C=CNC2=CC=C3)C=CC1 (4-(1-(3-fluorobenzyl)-1H-benzo[d]imidazol-2-yl)piperidin-1-yl)(1H-indol-4-yl)methanone